2,6,10-trimethylpentadecane CC(C)CCCC(CCCC(CCCCC)C)C